ClC1=C(C2=C(NC3=C(C=C(C(=C23)F)F)N(C(OC(C)(C)C)=O)C)N=C1)N1[C@H]2[C@@H](CC1)CN(C2)C tert-butyl (3-chloro-5,6-difluoro-4-((3aS,6aS)-5-methylhexahydropyrrolo[3,4-b]pyrrol-1(2H)-yl)-9H-pyrido[2,3-b]indol-8-yl)(methyl)carbamate